FC1(CC(CC1)NC1=NC(=NC(=N1)NC1CC(CC1)C1=CC=CC=C1)C1=NC(=CC=C1)C(F)(F)F)F N2-(3,3-difluorocyclopentyl)-N4-(3-phenylcyclopentyl)-6-(6-(trifluoromethyl)pyridin-2-yl)-1,3,5-triazine-2,4-diamine